The molecule is an organochlorine compound that consists of acetaldehyde where all the methyl hydrogens are replaced by chloro groups. It has a role as a mouse metabolite. It is an organochlorine compound and an aldehyde. It derives from an acetaldehyde. C(=O)C(Cl)(Cl)Cl